NC1=NC(N(C=C1)[C@@H]1C=C([C@H]([C@H]1O)O)COC1=CC(=C2C=C(C(=NC2=C1)N)Cl)F)=O 4-Amino-1-((1R,4R,5S)-3-(((2-amino-3-chloro-5-fluorochinolin-7-yl)oxy)methyl)-4,5-dihydroxycyclopent-2-en-1-yl)pyrimidin-2(1H)-on